NC(CC(=O)O)C(NC(C)C(NC(C)(C1CC1)C1CC1)=O)=O 3-Amino-3-({1-[(1,1-dicyclopropylethyl)carbamoyl]ethyl}carbamoyl)propanoic acid